S1C=C(C2=C1C=CC=C2)C2=NC=NC=1N2N=CC1 4-(benzothien-3-yl)pyrazolo[1,5-a][1,3,5]triazine